Nα-acetyl-L-lysine C(C)(=O)N[C@@H](CCCCN)C(=O)O